C(C)(C)(C)OP(OCC1CC2C(C(=NO2)C=2C=CC(=C(C(=O)O)C2)OC)C1)OC(C)(C)C 5-(5-(((di-tert-butoxyphosphaneyl)oxy)methyl)-3a,5,6,6a-tetrahydro-4H-cyclopenta[d]isoxazol-3-yl)-2-methoxybenzoic acid